N-({4-[2-(2-aminopyridin-3-yl)-5-(2-hydroxypropan-2-yl)imidazo[4,5-b]pyridin-3-yl]phenyl}methyl)-2-(4-formyl-3-hydroxyphenyl)acetamide NC1=NC=CC=C1C1=NC=2C(=NC(=CC2)C(C)(C)O)N1C1=CC=C(C=C1)CNC(CC1=CC(=C(C=C1)C=O)O)=O